5-bromo-3'-chloro-2-nitro-1,1'-biphenyl BrC=1C=CC(=C(C1)C1=CC(=CC=C1)Cl)[N+](=O)[O-]